2-(azetidin-1-yl)-3-chloropyridine-4-thiol N1(CCC1)C1=NC=CC(=C1Cl)S